2-ureido-4(1H)pyrimidone N(C(=O)N)C=1NC=CC(N1)=O